cetyl-tri-methyl-ammonium chloride [Cl-].C(CCCCCCCCCCCCCCC)[N+](C)(C)C